CC1=C(C=C2N1CCNC2=O)C(=O)O 6-methyl-1-oxo-3,4-dihydro-2H-pyrrolo[1,2-a]pyrazine-7-carboxylic acid